ethyl-(tert-butoxycarbonyl)-L-tyrosine C(C)N([C@@H](CC1=CC=C(C=C1)O)C(=O)O)C(=O)OC(C)(C)C